4-amino-N-(3,3-dimethyl-2-oxo-pyrrolidin-1-yl)-1-methyl-N-[[5-(trifluoromethyl)-2-pyridyl]methyl]pyrazolo[4,3-c]quinoline-8-carboxamide NC1=NC=2C=CC(=CC2C2=C1C=NN2C)C(=O)N(CC2=NC=C(C=C2)C(F)(F)F)N2C(C(CC2)(C)C)=O